C(C)(C)(C)OC(NCCCN(C)CCCN=[N+]=[N-])=O (3-((3-azidopropyl)(methyl)amino)propyl)carbamic acid tert-butyl ester